di(t-pentoxy)phenylvinyl-silane C(C)(C)(CC)O[SiH](C=CC1=CC=CC=C1)OC(C)(C)CC